ClC=1C(=NC(=NC1)NC1=CC=C(C=C1)CN1C2CN(CC1CC2)C)NC2=C(C=CC=C2)S(=O)(=O)N(C)C 2-((5-chloro-2-((4-((3-methyl-3,8-diazabicyclo[3.2.1]octan-8-yl)methyl)phenyl)amino)pyrimidin-4-yl)amino)-N,N-dimethylbenzenesulfonamide